tert-butyl 3-(5-((1S,4R,5R)-5-((5-cyclopropyl-3-(2,6-dichlorophenyl)isoxazol-4-yl)methoxy)-3-oxo-2-azabicyclo[2.2.1]heptan-2-yl)-3-fluoropyridin-2-yl)propanoate C1(CC1)C1=C(C(=NO1)C1=C(C=CC=C1Cl)Cl)CO[C@H]1[C@@H]2C(N([C@H](C1)C2)C=2C=C(C(=NC2)CCC(=O)OC(C)(C)C)F)=O